C1[C@H](COC1=O)O (R)-(+)-β-hydroxy-γ-butyrolactone